ClC=1C=C(C=C(C1OCCCl)C#N)C(C)(C)C1=CC=C(C=C1)C=1C=NC(=NC1)N1CC(C1)NC(OC(C)(C)C)=O tert-butyl (1-(5-(4-(2-(3-chloro-4-(2-chloroethoxy)-5-cyanophenyl) propan-2-yl)phenyl)pyrimidin-2-yl)azetidin-3-yl)carbamate